N1=CC=C(C=C1)CNC(NC1=CC=C(C=C1)NS(=O)(=O)CC1=C(C=CC=C1)C)=O N-(4-(3-(pyridin-4-ylmethyl)ureido)phenyl)-1-(o-tolyl)methanesulfonamide